(1R,5S,6s)-N-[6-(2,5-difluorophenyl)pyridazin-3-yl]-3-(3,3-dimethylbutyl)-3-azabicyclo[3.1.0]hexan-6-amine FC1=C(C=C(C=C1)F)C1=CC=C(N=N1)NC1[C@@H]2CN(C[C@H]12)CCC(C)(C)C